dilithium 4,4'-ditert-butyl-1,1'-biphenyl C(C)(C)(C)C1=CC=C(C=C1)C1=CC=C(C=C1)C(C)(C)C.[Li].[Li]